C(CCCCCCC)NC(=O)C=1C(=CC(=C(C1)C(=O)NCCCCCCCC)C(=O)NCCCCCCCC)C(=O)NCCCCCCCC N1,N2,N4,N5-tetraoctylbenzene-1,2,4,5-tetraformamide